2-(4-(tert-butyl)phenyl)-4-(dimethylamino)-6-methylpyrimidine C(C)(C)(C)C1=CC=C(C=C1)C1=NC(=CC(=N1)N(C)C)C